C(C)(C)(C)OC(=O)N1CCC(CC1)C1=CN(C2=C1N=CN=C2)C2=C(C(=O)OC(C)(C)C)C=C(C=C2)F tert-butyl 2-(7-(1-(tert-butoxycarbonyl) piperidin-4-yl)-5H-pyrrolo[3,2-d]pyrimidin-5-yl)-5-fluorobenzoate